1-(1-(piperidin-4-yl)-1H-indol-4-yl)pyrimidine-2,4(1H,3H)-dione N1CCC(CC1)N1C=CC2=C(C=CC=C12)N1C(NC(C=C1)=O)=O